1,1,2-trimethylpropylperoxyisopropyl monocarbonate C(OC(C)(C)OOC(C(C)C)(C)C)([O-])=O